2-((5-methoxy-7-methyl-1H-indol-4-yl)methyl)-7-methyl-2H-indazole-6-carbonitrile COC=1C(=C2C=CNC2=C(C1)C)CN1N=C2C(=C(C=CC2=C1)C#N)C